ClC=1C=C(C=C(C1OC1=NNC(C(=C1)C1CCCCC1)=O)Cl)N1N=C(C(NC1=O)=O)C(=O)OC Methyl 2-(3,5-dichloro-4-((5-cyclohexyl-6-oxo-1,6-dihydropyridazin-3-yl)oxy)phenyl)-3,5-dioxo-2,3,4,5-tetrahydro-1,2,4-triazine-6-carboxylate